C1(CC1)CN([C@H]1CC(N([C@@H]1C1=CC=CC=C1)C=1C=C2C=NN(C2=CC1)C1=CC=C(C=C1)F)=O)CC1CC1 (4S,5R)-4-(bis(cyclopropylmethyl)amino)-1-(1-(4-fluorophenyl)-1H-indazol-5-yl)-5-phenylpyrrolidin-2-one